4-[9-[4-(4-nitrophenyl)piperazin-1-yl]-3-azaspiro[5.5]undecan-3-yl]pyridine-2-carboxylic acid [N+](=O)([O-])C1=CC=C(C=C1)N1CCN(CC1)C1CCC2(CCN(CC2)C2=CC(=NC=C2)C(=O)O)CC1